2-(2-chlorophenyl)-acetic acid methyl ester COC(CC1=C(C=CC=C1)Cl)=O